2-methoxy-5-[4-[[(1R)-1-phenylethyl]amino]quinazolin-6-yl]pyridine-3-carbonitrile COC1=NC=C(C=C1C#N)C=1C=C2C(=NC=NC2=CC1)N[C@H](C)C1=CC=CC=C1